C(C)OC1=C(C=C(C=C1F)F)C1=CC=CC=C1 ethoxy-3,5-difluoro-[1,1'-biphenyl]